COC(C1=CC(=C(C(=C1)C)O)C(C)(C)C)=O 3-(1,1-dimethylethyl)-4-hydroxy-5-methylbenzoic acid methyl ester